FC1(CN(CCC1)C1=NC2=C(C=C(C=C2C(N1C)=O)C)[C@@H](C)NC1=C(C(=O)O)C=CC=C1)F (R)-2-((1-(2-(3,3-difluoropiperidin-1-yl)-3,6-dimethyl-4-oxo-3,4-dihydroquinazolin-8-yl)ethyl)amino)benzoic acid